2-(2-methoxyphenyl)-5,7-dimethyl-6-p-tolyl-2,6-dihydro-1H-pyrrolo[3,4-d]pyridazin-1-one COC1=C(C=CC=C1)N1N=CC=2C(C1=O)=C(N(C2C)C2=CC=C(C=C2)C)C